C(C)OC(\C=C\CNC1=C2C(=CNC2=C(C(=C1)Cl)Cl)C=1C=NNC1)=O.FC(C1(CC1)C1=NC2=C(N1)C=CC(=C2)C(=O)N)(F)F 2-[1-(trifluoromethyl)cyclopropyl]-1H-benzimidazole-5-carboxamide ethyl-(E)-4-((6,7-dichloro-3-(1H-pyrazol-4-yl)-1H-indol-4-yl)amino)but-2-enoate